CN1C(=CC(=C1)NC(=O)C=1N(C=CN1)C)C(=O)NCCC(=O)NC=1N=C(NC1)C(=O)N 4-(3-{[1-methyl-4-(1-methylimidazole-2-amido)pyrrol-2-yl]formamido}propanamido)imidazole-2-carboxamide